[5-(difluoromethyl)-1,3,4-thiadiazol-2-yl]-1-ethyl-6-fluoro-N-(1-methylcyclopropyl)-2-oxo-benzoimidazole-5-sulfonamide FC(C1=NN=C(S1)C1=C(C(=CC=2N(C(NC21)=O)CC)F)S(=O)(=O)NC2(CC2)C)F